CC(C[C@@H](CC(=O)N1C(OC[C@H]1C1=CC(=CC(=C1)C)C)=O)C[N+](=O)[O-])C (R)-3-((S)-5-methyl-3-(nitromethyl)hexanoyl)-4-(3,5-dimethylphenyl)oxazolidine-2-one